C(#N)C=1C=C(OC2CCN(CC2)C2=C(C=C(N=N2)C(=O)NC2CCC=3C=CC=NC3C2)C)C=CC1 6-[4-(3-cyanophenoxy)piperidin-1-yl]-5-methyl-N-(5,6,7,8-tetrahydroquinolin-7-yl)pyridazine-3-carboxamide